(2-(1H-indol-3-yl)-1H-imidazol-yl)(3,4,5-trimethoxyphenyl)methanone N1C=C(C2=CC=CC=C12)C=1N(C=CN1)C(=O)C1=CC(=C(C(=C1)OC)OC)OC